[(3S)-1-[2-[4-chloro-3-(trifluoromethyl)phenyl]-5-(2,5-dihydro-1H-pyrrol-3-yl)pyrimidin-4-yl]pyrrolidin-3-yl]methanamine ClC1=C(C=C(C=C1)C1=NC=C(C(=N1)N1C[C@@H](CC1)CN)C=1CNCC1)C(F)(F)F